{4-[({4-methyl-2-[4-(trifluoromethyl)phenyl]-1,3-thiazol-5-yl}methyl)sulfonyl]-2-methylphenoxy}acetic acid CC=1N=C(SC1CS(=O)(=O)C1=CC(=C(OCC(=O)O)C=C1)C)C1=CC=C(C=C1)C(F)(F)F